2-(1,3-dioxolan-2-yl)-6-[3-[3-methyl-1-(4-methyl-1,2,4-triazol-3-yl)cyclobutyl]phenyl]-1-(p-tolylsulfonyl)-4-(trifluoromethyl)pyrrolo[2,3-c]pyridin-7-one O1C(OCC1)C1=CC2=C(C(N(C=C2C(F)(F)F)C2=CC(=CC=C2)C2(CC(C2)C)C2=NN=CN2C)=O)N1S(=O)(=O)C1=CC=C(C=C1)C